CC(=CC=O)CCC=C(C)C trans-3,7-dimethyl-2,6-octadiene-1-al